FC=1C=C(CN2CCNC3=CC=CC=C23)C=CC1 1-(3-fluorobenzyl)-1,2,3,4-tetrahydroquinoxaline